(4-((S)-2-(1-(2-cyano-3-((S)-1,2,3,4-tetrahydro-naphthalen-2-yl)guanidino)cyclopropyl)-2-(dimethylamino)ethyl)phenyl)boronic acid C(#N)N=C(NC1(CC1)[C@H](CC1=CC=C(C=C1)B(O)O)N(C)C)N[C@@H]1CC2=CC=CC=C2CC1